N(=[N+]=[N-])CC1(N(C[C@@H](C1)F)C)COCC1=CC=CC=C1 (4R)-2-(azidomethyl)-2-(benzyloxymethyl)-4-fluoro-1-methyl-pyrrolidine